1-(2-([1,1'-biphenyl]-4-yl)propan-2-yl)-1H-pyrazole C1(=CC=C(C=C1)C(C)(C)N1N=CC=C1)C1=CC=CC=C1